1-(8-Amino-7-fluoro-6-(4-methyl-5,6,7,8-tetrahydro-1,5-naphthyridin-3-yl)isoquinolin-3-yl)-3-(6-oxaspiro[3.4]octan-2-yl)urea NC=1C(=C(C=C2C=C(N=CC12)NC(=O)NC1CC2(C1)COCC2)C=2C=NC=1CCCNC1C2C)F